5-(cyclopropylmethyl)-4-(4-(difluoromethoxy)phenyl)-2-(2-methyl-2H-indazol-5-yl)-3-oxo-3,5-dihydro-2H-pyrrolo[3,2-c]pyridazine-7-carbonitrile C1(CC1)CN1C=C(C2=NN(C(C(=C21)C2=CC=C(C=C2)OC(F)F)=O)C2=CC1=CN(N=C1C=C2)C)C#N